1-{[1-(4-chloro-3-fluorophenyl)-3-methyl-1H-1,2,4-triazol-5-yl]methyl}-3-ethyl-3-{[1-(quinolin-3-yl)-1H-1,2,4-triazol-5-yl]methyl}urea ClC1=C(C=C(C=C1)N1N=C(N=C1CNC(=O)N(CC1=NC=NN1C=1C=NC2=CC=CC=C2C1)CC)C)F